α-L-ribofuranose O[C@H]1[C@@H](O)[C@@H](O)[C@@H](O1)CO